(S)-N-(3-chloro-2,4-difluorophenyl)-7-(1-methyl-1H-pyrazol-4-yl)-5-(1-(pyridin-2-yl)ethoxy)quinazolin-4-amine ClC=1C(=C(C=CC1F)NC1=NC=NC2=CC(=CC(=C12)O[C@@H](C)C1=NC=CC=C1)C=1C=NN(C1)C)F